FC=1C(=CSC1B1OC(C(O1)(C)C)(C)C)C(=O)OC methyl 4-fluoro-5-(4,4,5,5-tetramethyl-1,3,2-dioxaborolan-2-yl)thiophene-3-carboxylate